3-(1-(4-(1-methyl-6-oxo-1,6-dihydropyridin-3-yl)-1H-pyrazol-1-yl)ethyl)benzonitrile CN1C=C(C=CC1=O)C=1C=NN(C1)C(C)C=1C=C(C#N)C=CC1